N-(3-Methoxypyridin-2-yl)-5-methyl-2-(1-methyl-1H-imidazol-2-yl)-6-(1-methyl-1H-pyrazol-3-yl)pyrrolo[2,1-f][1,2,4]triazin-4-amine COC=1C(=NC=CC1)NC1=NC(=NN2C1=C(C(=C2)C2=NN(C=C2)C)C)C=2N(C=CN2)C